(S)-6-(3,5-Dimethylisoxazol-4-yl)-N-((1-methyl-1H-imidazol-5-yl)methyl-Yl)-4-(3-phenylmorpholino)quinazoline-2-carboxamide CC1=NOC(=C1C=1C=C2C(=NC(=NC2=CC1)C(=O)N=CC1=CN=CN1C)N1[C@H](COCC1)C1=CC=CC=C1)C